C(C)N1C=NC2=C1C=C(C(=C2F)C#CC2=NN(C=C2C(=O)N)[C@@H]2CN([C@H](C2)COC)C(C=C)=O)F 3-[2-(1-ethyl-4,6-difluoro-1,3-benzodiazol-5-yl)ethynyl]-1-[(3S,5R)-5-(methoxymethyl)-1-(prop-2-enoyl)pyrrolidin-3-yl]Pyrazole-4-carboxamide